2-((3-bromo-1-methyl-1H-pyrazol-4-yl)methyl)-7-fluoroimidazo[1,2-a]pyridine BrC1=NN(C=C1CC=1N=C2N(C=CC(=C2)F)C1)C